C1=CC=C2C(=C1)C(=CN2)C(C#N)SC[C@@H](C(=O)N[C@@H](CCC(=O)[O-])C(=O)[O-])NC(=O)CC[C@@H](C(=O)[O-])[NH3+] The molecule is a peptide anion obtained by deprotonation of the carboxy groups and protonation of the free amino group of gammaGluCys(IAN)Glu; major species at pH 7.3. It is a conjugate base of a gammaGluCys(IAN)Glu.